FC1(CCC(CC1)C1=C2[C@H](C(C(C2=C(C=C1)SC(F)(F)F)=O)(F)F)F)F (3R)-4-(4,4-difluorocyclohexyl)-2,2,3-trifluoro-7-(trifluoromethylsulfanyl)indan-1-one